3-carboxy-2,3-dihydroxypropionate C(=O)(O)C(C(C(=O)[O-])O)O